(1s,2s,3r,5s)-3-[7-[(1r,2s)-2-(4-fluorophenyl)cyclopropylamino]-5-(propylsulfanyl)-3H-[1,2,3]triazolo[4,5-d]pyrimidin-3-yl]-5-(2-hydroxyethoxy)-1,2-cyclopentanediol FC1=CC=C(C=C1)[C@H]1[C@@H](C1)NC=1C2=C(N=C(N1)SCCC)N(N=N2)[C@H]2[C@@H]([C@@H]([C@H](C2)OCCO)O)O